(2R,3R,5R)-4-[[5-(1,1-difluoroethyl)-3-(3,4-difluoro-2-methoxy-phenyl)-5-methyltetrahydrofuran-2-carbonyl]amino]pyridine-2-carboxamide FC(C)(F)[C@]1(C[C@@H]([C@@H](O1)C(=O)NC1=CC(=NC=C1)C(=O)N)C1=C(C(=C(C=C1)F)F)OC)C